1-(4-(5-(difluoromethyl)-1,3,4-oxadiazole-2-yl)-2-fluorobenzyl)-5-(2-fluorophenyl)-3-(1-methylpiperidine-4-yl)-1,3-dihydro-2H-benzo[d]imidazole-2-one FC(C1=NN=C(O1)C1=CC(=C(CN2C(N(C3=C2C=CC(=C3)C3=C(C=CC=C3)F)C3CCN(CC3)C)=O)C=C1)F)F